6-(3-ethoxy-3-oxopropyl)-1-methyl-3,4-dihydroisoquinoline-2(1H)-carboxylic acid tert-butyl ester C(C)(C)(C)OC(=O)N1C(C2=CC=C(C=C2CC1)CCC(=O)OCC)C